(o-tolyl)phosphonium tetrakis(pentafluorophenyl)borate FC1=C(C(=C(C(=C1[B-](C1=C(C(=C(C(=C1F)F)F)F)F)(C1=C(C(=C(C(=C1F)F)F)F)F)C1=C(C(=C(C(=C1F)F)F)F)F)F)F)F)F.C1(=C(C=CC=C1)[PH3+])C